(1r,3r,5r,7r)-2-phenyladamantane C1(=CC=CC=C1)C1C2CC3CC(CC1C3)C2